FC(OCC1CCC2=CC=3CCCC3C(=C12)NC(=O)N=S(=O)(N)C=1C=NN2C1OCCC2)F N'-((3-((difluoromethoxy)methyl)-1,2,3,5,6,7-hexahydro-s-indacen-4-yl)carbamoyl)-6,7-dihydro-5H-pyrazolo[5,1-b][1,3]oxazine-3-sulfonimidamide